3-(5,6,7,8-tetrahydro-1,8-naphthyridin-2-yl)propan-1-amine dihydrochloride Cl.Cl.N1=C(C=CC=2CCCNC12)CCCN